DitertbutylPhthalate C(C)(C)(C)OC(C=1C(C(=O)OC(C)(C)C)=CC=CC1)=O